ClC1=CC(=C(CC2=NC=CC3=C(C(=CC=C23)C)[N+](=O)[O-])C=C1)F 1-(4-chloro-2-fluorobenzyl)-6-methyl-5-nitroisoquinoline